Diethyl (1S,2S,4R) and (1R,2R,4S)-4-((tert-butoxycarbonyl)oxy)cyclohexane-1,2-dicarboxylate C(C)(C)(C)OC(=O)O[C@H]1C[C@@H]([C@H](CC1)C(=O)OCC)C(=O)OCC |r|